10-FORMYLTETRAHYDROFOLATE C(=O)N(C1=CC=C(C(N[C@@H](CCC(=O)[O-])C(=O)O)=O)C=C1)CC1CNC=2N=C(N)NC(=O)C2N1